NC1=NC2=CC=C(C=C2C=N1)N 2,6-diaminoquinazoline